Cl.N1=C(N=CC=C1)[C@@H](C)N (1R)-1-pyrimidin-2-ylethanamine hydrochloride